pyrano[3',4':6,7]-indolizino[1,2-b]quinolin-9-yl-[1,4'-bipiperidine]-1'-carboxylate C1OC=CC=2C1=CN1C=C3C(N=C4C=CC(=CC4=C3)OC(=O)N3CCC(CC3)N3CCCCC3)=C1C2